1-(8-Methyl-5,7-dihydro-1H,3H-2-oxa-4,6-diaza-s-indacen-6-yl)-2-(1-pyridin-4-yl-azetidin-3-yl)-ethanone CC=1C=2CN(CC2N=C2COCC12)C(CC1CN(C1)C1=CC=NC=C1)=O